2-(methylsulfonylmethyl)oxazole-5-carboxylic acid CS(=O)(=O)CC=1OC(=CN1)C(=O)O